N-(4-Fluorobenzyl)-N'-n-propyl-N''-prop-2-ynyl-[1,3,5]triazine-2,4,6-triamine FC1=CC=C(CNC2=NC(=NC(=N2)NCCC)NCC#C)C=C1